8-(benzo[b]thiophen-5-yl)-6-(4-methoxyphenyl)-2-(2,2,2-trifluoroethylamino)pyrido[2,3-d]pyrimidin-7(8H)-one S1C2=C(C=C1)C=C(C=C2)N2C(C(=CC1=C2N=C(N=C1)NCC(F)(F)F)C1=CC=C(C=C1)OC)=O